(R)-N-(5-(5-(difluoromethyl)-1,2,4-oxadiazol-3-yl)-2,3-dihydro-1H-inden-1-yl)-4-methyloxazole-5-carboxamide FC(C1=NC(=NO1)C=1C=C2CC[C@H](C2=CC1)NC(=O)C1=C(N=CO1)C)F